CN1[C@@H](CCC1)COC=1N=C(C2=C(N1)C(N(C(=N2)C2=CC=CC=C2)C2=CC=CC1=CC=CC=C21)=O)N2CCN(CC2)C(=O)OCC2=CC=CC=C2 benzyl (S)-4-(2-((1-methylpyrrolidin-2-yl)methoxy)-7-(naphthalen-1-yl)-8-oxo-6-phenyl-7,8-dihydropyrimido[5,4-d]pyrimidin-4-yl)piperazine-1-carboxylate